FC(CN(CC[C@@H](C(=O)O)NC=1C=2C(N=CN1)=CN(N2)C)CCCCC2=NC=1NCCCC1C=C2)F (S)-4-((2,2-difluoroethyl)(4-(5,6,7,8-tetrahydro-1,8-naphthyridin-2-yl)butyl)amino)-2-((2-methyl-2H-pyrazolo[4,3-d]pyrimidin-7-yl)amino)butanoic acid